C1(CC1)CC(C(C(=O)NC1CC1)=O)NC(=O)C1C2C(C2CN1)(C)C N-(1-cyclopropyl-4-(cyclopropylamino)-3,4-dioxobutan-2-yl)-6,6-dimethyl-3-azabicyclo[3.1.0]hexane-2-carboxamide